FC1(CN(C[C@@H]([C@H]1NC(=O)C1=CC(=CC=2N(C=NC21)CC(F)(F)F)C#CCNC2=C(C=C(C=C2)S(=O)(=O)C)OC)C)C(C)C)F N-((4R,5S)-3,3-difluoro-1-isopropyl-5-methylpiperidin-4-yl)-6-(3-((2-methoxy-4-(methylsulfonyl)phenyl)amino)prop-1-yn-1-yl)-1-(2,2,2-trifluoroethyl)-1H-benzo[d]imidazole-4-carboxamide